3,5-di-tert-butyl-4-hydroxybenzenepropionic acid tetradecyl ester C(CCCCCCCCCCCCC)OC(CCC1=CC(=C(C(=C1)C(C)(C)C)O)C(C)(C)C)=O